N1C(CNCC1)C(=O)OC1=C(C=C(C=C1)C(F)(F)F)Cl (2-chloro-4-(trifluoromethyl) phenyl) piperazine-2-carboxylate